ClC1=C(C(=CC=C1)F)NC(=O)C1=CC(=C(C=C1O[C@H](C(F)(F)F)C)N1N=C(N(C1=O)CC)C(=O)N)F 1-(4-[(2-chloro-6-fluorophenyl)carbamoyl]-2-fluoro-5-{[(2S)-1,1,1-trifluoropropan-2-yl]oxy}phenyl)-4-ethyl-5-oxo-4,5-dihydro-1H-1,2,4-triazole-3-carboxamide